2-(2,5-dimethyl-1H-pyrrol-1-yl)-7-(6-(1-(1-(p-tolyl)ethyl)-1H-pyrazol-4-yl)pyrazin-2-yl)-[1,2,4]triazolo[1,5-a]pyridine CC=1N(C(=CC1)C)C1=NN2C(C=C(C=C2)C2=NC(=CN=C2)C=2C=NN(C2)C(C)C2=CC=C(C=C2)C)=N1